6-(5-(hydroxymethyl)-1-methyl-1H-1,2,3-triazol-4-yl)-2-methylpyridin OCC1=C(N=NN1C)C1=CC=CC(=N1)C